(R)-(1-(4-fluorophenyl)-6-((1-methyl-1H-pyrazol-4-yl)sulfonyl)-1,4,5,6,7,8-hexahydro-4aH-pyrazolo[3,4-g]isoquinolin-4a-yl)(4-(trifluoromethyl)pyridin-2-yl)methanone FC1=CC=C(C=C1)N1N=CC2=C1C=C1CCN(C[C@]1(C2)C(=O)C2=NC=CC(=C2)C(F)(F)F)S(=O)(=O)C=2C=NN(C2)C